(+)-4-(2,4-difluoro-5-(2-(methylsulfinyl)ethoxy)-phenyl)piperazine-1-carboxylic acid tert-butyl ester C(C)(C)(C)OC(=O)N1CCN(CC1)C1=C(C=C(C(=C1)OCCS(=O)C)F)F